SCCC[Si]([Si](C)(C)C)([Si](C)(C)C)[Si](C)(C)C 3-mercaptopropyl-tri(trimethylsilyl)silane